7-[2-(6-methyl-3-pyridinyl)ethoxy]imidazo[1,2-a]pyridine CC1=CC=C(C=N1)CCOC1=CC=2N(C=C1)C=CN2